NC1=NC=C(C2=C1C=NN2)NC(=O)C(=O)N(CC2=NC=CC=C2)CC2=C(C=CC=C2)C N-(4-amino-1H-pyrazolo[4,3-c]pyridin-7-yl)-N'-(o-tolylmethyl)-N'-(2-pyridylmethyl)oxamide